3-bromo-4-iodo-3',5'-bistrifluoromethylbiphenyl BrC=1C=C(C=CC1I)C1=CC(=CC(=C1)C(F)(F)F)C(F)(F)F